α-d-glucopyranosyl-(1→6)-d-mannitol [C@H]1([C@H](O)[C@@H](O)[C@H](O)[C@H](O1)CO)OC[C@H]([C@H]([C@@H]([C@@H](CO)O)O)O)O